2-(2-morpholinoethyl)-6-(thiophene-3-yl)-2H-indazol-5-amine O1CCN(CC1)CCN1N=C2C=C(C(=CC2=C1)N)C1=CSC=C1